CNC1C(CC(CC1)C)NC 1,2-dimethylamino-4-methylcyclohexane